N-methyl-N-Phenyl-8-vinyl-[1,2,4]triazolo[4,3-a]quinazolin-5-amine CN(C1=NC=2N(C3=CC(=CC=C13)C=C)C=NN2)C2=CC=CC=C2